C(CCCCCCCCCCCCCCC)[Si](OCCCC)(OCCCC)CCCCCCCCCCCCCCCC dihexadecyldibutoxysilane